BrC=1C=C(C=2N(C1)N=CC2C#N)O 6-Bromo-4-hydroxypyrazolo[1,5-a]pyridine-3-carbonitrile